4-(3-chloro-4-nitrophenyl)piperazine-1-carboxylic acid tert-butyl ester C(C)(C)(C)OC(=O)N1CCN(CC1)C1=CC(=C(C=C1)[N+](=O)[O-])Cl